C1(CC1)C#C[C@@]1(NC(NC2=CC(=C(C=C12)F)CN1N=C(C=C1)[C@H](C)O)=O)C(C)(F)F |o1:22| (S)-4-(cyclopropylethynyl)-4-(1,1-difluoroethyl)-6-fluoro-7-((3-((S or R)-1-hydroxyethyl)-1H-pyrazol-1-yl)methyl)-3,4-dihydroquinazolin-2(1H)-one